C(C1=CC=CC=C1)O[C@](C(F)(F)F)(CCC=C)C=1OC(=NN1)C1=NC(=C(C=C1[N+](=O)[O-])C(F)(F)F)O[C@H](C)CC=C 2-((R)-2-(Benzyloxy)-1,1,1-trifluorohex-5-en-2-yl)-5-(3-nitro-6-(((R)-pent-4-en-2-yl)oxy)-5-(trifluoromethyl)pyridin-2-yl)-1,3,4-oxadiazole